3-(5-methoxy-2-methyl-4-nitrophenyl)-9-(piperidin-4-yl)-3,9-diazaspiro[5.5]undecane COC=1C(=CC(=C(C1)N1CCC2(CC1)CCN(CC2)C2CCNCC2)C)[N+](=O)[O-]